[Si](C)(C)(C(C)(C)C)OC1CC2(CN(CC3=CC=CC=C23)C)CCC1 3-((tert-butyldimethylsilyl)oxy)-2'-methyl-2',3'-dihydro-1'H-spiro[cyclohexane-1,4'-isoquinoline]